COC1=C(C(=CC=C1)OC)C1=CC(=NN1CC(C)C)C(=O)N[C@H](C(=O)NCCOC)CCC1=CC=CC=C1 (2S)-2-{[5-(2,6-dimethoxyphenyl)-1-(2-methylpropyl)-1H-pyrazol-3-yl]formamido}-N-(2-methoxyethyl)-4-phenylbutanamide